2-[3-ethylsulfonyl-6-(methylamino)-2-pyridyl]-6-(trifluoromethyl)-3H-pyrrolo[3,4-c]pyridin-1-one C(C)S(=O)(=O)C=1C(=NC(=CC1)NC)N1CC=2C=NC(=CC2C1=O)C(F)(F)F